C1(CC1)S(=O)(=O)C1=CC(=NC=C1)CNC(=O)C1=NC=C(C=C1CN(C)C)C1=NC(=CN=C1)OCC N-[(4-cyclopropanesulfonylpyridin-2-yl)methyl]-3-[(dimethylamino)methyl]-5-(6-ethoxypyrazin-2-yl)pyridine-2-carboxamide